COC1=C(C=C(C=C1)OC1=CC(=CC=C1)C(F)(F)F)NC(=O)C12SCCN1C(CC2)=O N-(2-Methoxy-5-(3-(trifluoromethyl)phenoxy)phenyl)-5-oxotetrahydro-pyrrolo[2,1-b]thiazole-7a(5H)-carboxamide